Cl.ClC=1C=C(O[C@H]2CN(CCC2)C2(CCOCC2)C(=O)N[C@@H](C)C2=CC=C(C(=O)O)C=C2)C=CC1 4-[(1S)-1-[[4-[(3R)-3-(3-Chlorophenoxy)-1-piperidyl]tetrahydropyran-4-carbonyl]amino]ethyl]benzoic acid, hydrochloride